Ethyl (4-methoxybenzoyl)-L-valinate COC1=CC=C(C(=O)N[C@@H](C(C)C)C(=O)OCC)C=C1